trans-4-(2-((S)-4-(benzo[b]thiophen-4-yl)-3-(trifluoromethyl)piperazin-1-yl)ethyl)cyclohexane-1-amine S1C2=C(C=C1)C(=CC=C2)N2[C@@H](CN(CC2)CC[C@@H]2CC[C@H](CC2)N)C(F)(F)F